1-methyl-3-azabicyclo[3.1.0]hexane-3-carboxylic acid tert-butyl ester C(C)(C)(C)OC(=O)N1CC2(CC2C1)C